4-(3-(5-(benzothien-3-ylmethoxy)-2-fluoro-4-methoxyphenyl)ureido)thiophene-2,3-dicarboxylic acid dimethyl ester COC(=O)C=1SC=C(C1C(=O)OC)NC(=O)NC1=C(C=C(C(=C1)OCC1=CSC2=C1C=CC=C2)OC)F